pent-1-yl-Potassium trifluoroborate B(F)(F)F.C(CCCC)[K]